[2,2-difluoro-2-[2-fluoro-3-[(1R)-1-[[1-(2-fluorophenyl)-6-oxo-pyridazine-3-carbonyl] amino] ethyl] phenyl] ethyl] trifluoromethanesulfonate FC(S(=O)(=O)OCC(C1=C(C(=CC=C1)[C@@H](C)NC(=O)C1=NN(C(C=C1)=O)C1=C(C=CC=C1)F)F)(F)F)(F)F